2-(1-(1-(2-Hydroxyethyl)-1H-pyrazol-4-yl)-5-oxopyrrolidin-3-yl)-1-((2R,4R)-2-methyltetrahydro-2H-pyran-4-yl)-1H-imidazo[4,5-c]quinoline-8-carbonitrile OCCN1N=CC(=C1)N1CC(CC1=O)C=1N(C2=C(C=NC=3C=CC(=CC23)C#N)N1)[C@H]1C[C@H](OCC1)C